COC1=CC=C(C=C1)C1=C(C(=NN1)C1=CC=CC=C1)O 5-(4-methoxyphenyl)-3-phenyl-4-hydroxy-1H-pyrazole